3-[5-(2-Fluoro-phenyl)-[1,2,4]oxadiazol-3-yl]-benzoic acid 2-[2-(2-{2-[2-(2-hydroxy-ethoxy)-ethoxy]-ethoxy}-ethoxy)-ethoxy]-ethyl ester OCCOCCOCCOCCOCCOCCOC(C1=CC(=CC=C1)C1=NOC(=N1)C1=C(C=CC=C1)F)=O